(R,Z)-3-((5-(bicyclo[1.1.1]pentan-1-yl)-3-cyclohexyl-7-(methylthio)-1,1-dioxido-2,3,4,5-tetrahydrobenzo[f][1,2,5]thiadiazepin-8-yl)oxy)-2-fluoroacrylic acid C12(CC(C1)C2)N2C[C@H](NS(C1=C2C=C(C(=C1)O\C=C(\C(=O)O)/F)SC)(=O)=O)C1CCCCC1